Trans-dimethylsilanediyl-[2-methyl-4,8-bis(4-tert-butylphenyl)-1,5,6,7-tetrahydro-s-indacen-1-yl][2-methyl-4-(3,5-dimethylphenyl)-5-methoxy-6-tert-butylinden-1-yl]hafnium dichloride [Cl-].[Cl-].C[Si](=[Hf+2](C1C(=CC2=C(C(=C(C=C12)C(C)(C)C)OC)C1=CC(=CC(=C1)C)C)C)C1C(=CC2=C(C=3CCCC3C(=C12)C1=CC=C(C=C1)C(C)(C)C)C1=CC=C(C=C1)C(C)(C)C)C)C